FC1=NC2=CC=CC=C2C=N1 fluoroquinazoline